CNC(C1=CN=CC(=C1)N1C[C@@H](CC1)C1=C(C=CC(=C1)C(NC1=CC(=CC=C1)C(F)(F)F)=O)C)=O (S)-N-methyl-5-(3-(2-methyl-5-((3-(trifluoromethyl)phenyl)carbamoyl)phenyl)pyrrolidin-1-yl)nicotinamide